4-butylene 2,5-furandicarboxylate O1C2=CC=C1C(=O)OCCCCOC2=O